7-chloro-3-iodo-1-isopropyl-1H-pyrazolo[4,3-c]Pyridin-4-amine ClC=1C2=C(C(=NC1)N)C(=NN2C(C)C)I